N(C(=O)C)C1=CC=C(C=C1)OC(=O)N1CC2=CC(=CC=C2CC1)C(=O)N1CC2=CC=CC=C2C[C@H]1C 7-[(3R)-3-methyl-1,2,3,4-tetrahydroisoquinoline-2-carbonyl]-1,2,3,4-tetrahydroisoquinoline-2-carboxylic acid 4-acetaminophenyl ester